C(C)OC(=O)C1=CN(C2=CC=C(C=C2C1=O)N1CC(CC1)NC(=O)OC(C)(C)C)CC1CCC1 6-(3-((Boc)amino)pyrrolidin-1-yl)-1-(cyclobutylmethyl)-4-oxo-1,4-dihydroquinoline-3-carboxylic acid ethyl ester